COC(CC(C1=CC(=C(C=C1)OC)F)C1=C2CCN(CC2=CC=C1)C(C1=CC=C(C=C1)OC)=O)=O 3-(2-(4-Methoxybenzoyl)-1,2,3,4-tetrahydroisoquinolin-5-yl)-3-(3-fluoro-4-methoxyphenyl)propionic acid methyl ester